OP(O)OP(O)O.C(C)(C)(C)C1=C(C(=CC(=C1)C)C(C)(C)C)C(O)(C(CO)(CO)CO)C1=C(C=C(C=C1)C(C)(C)CC(C)(C)C)C(C)(C)CC(C)(C)C (2,6-di-tert-butyl-4-methylphenyl)(2,4-di-tert-octylphenyl)pentaerythritol diphosphite